C1(CC1)C=1C(=NON1)C(=O)N[C@H](C=1N=C2N(N=CC(=C2)[C@H]2C[C@]23C(N[C@@H](C3)C(F)(F)F)=O)C1)C1CCC(CC1)(F)F |o1:20,22| 4-Cyclopropyl-N-((S)-(4,4-difluorocyclohexyl)(7-((1R*,3R*,6S)-4-oxo-6-(trifluoromethyl)-5-azaspiro[2.4]heptan-1-yl)imidazo[1,2-b]pyridazin-2-yl)methyl)-1,2,5-oxadiazole-3-carboxamide